ClC1=NC(=C(C(=N1)C=1C(=CC2=CC=CC=C2C1)O)F)C1=CC=CC=C1 3-(2-chloro-5-fluoro-6-phenylpyrimidin-4-yl)naphthalen-2-ol